C(C)N[SiH](NCC)NCC N,N',N''-triethylsilanetriamine